(S)-5-(2-chlorophenyl)-6,7-dihydro-5H-pyrrolo[1,2-b][1,2,4]triazole-2-carboxylic acid ethyl ester C(C)OC(=O)C=1N=C2N(N1)[C@@H](CC2)C2=C(C=CC=C2)Cl